4-((6-Chloro-3-(2-chlorophenyl)-1-methyl-1H-pyrazolo[3,4-d]pyrimidin-4-yl)aminomethyl)benzenesulfonamide ClC1=NC(=C2C(=N1)N(N=C2C2=C(C=CC=C2)Cl)C)NCC2=CC=C(C=C2)S(=O)(=O)N